C1(=CC=CC2=CC=CC=C12)S(=O)(=O)CS(=O)(=O)C1=CC=CC2=CC=CC=C12 bis(α-naphthylsulfonyl)methane